1-fluoro-4-(hept-1,6-dien-4-yl)benzene FC1=CC=C(C=C1)C(CC=C)CC=C